N-cyclopentyl-N'-cyclohexyl-adipamide C1(CCCC1)NC(CCCCC(=O)NC1CCCCC1)=O